ClC=1C=C2N=CC(=NC2=CC1)C1(CC1)C#N 1-(6-chloroquinoxalin-2-yl)cyclopropanecarbonitrile